phenyl-N-(6-silaspiro[5.5]undecan-3-yl)-4H-pyrrolo[2,3-d]thiazole-5-carboxamide C1(=CC=CC=C1)C=1SC2=C(N1)NC(=C2)C(=O)NC2CC[Si]1(CC2)CCCCC1